C(=O)O.CN(C1CN(CC1)C1=NC=C(C(=N1)OCC)C(=O)NC1=CC2=CN(N=C2C(=C1)F)C)C 2-(3-(dimethylamino)pyrrolidin-1-yl)-4-ethoxy-N-(7-fluoro-2-methyl-2H-indazol-5-yl)pyrimidine-5-carboxamide formate